CC=1C=C(C=C([C@H]([C@H]([C@@H]([C@H](C(O)=CC2=CC(=C(C=C2)C)C)O)O)O)O)O)C=CC1C di(3,4-dimethylbenzylidene)sorbitol